O(CCOCCN)CCOCCN 2'-((oxybis(ethane-2,1-diyl))bis(oxy))bis(ethan-1-amine)